NC(C(=O)O)CC1=C(C(=C(C(=C1F)F)F)F)F 2-amino-3-(pentafluorophenyl)propionic acid